F[C@H]1[C@H](C1)C(=O)NC1=NC=C(C(=C1)NC1=C(C(=CC=C1)C1=NN(C=N1)C)OC)C(CC)=O (1r,2r)-2-fluoro-N-(4-((2-methoxy-3-(1-methyl-1H-1,2,4-triazol-3-yl)phenyl)amino)-5-propionylpyridin-2-yl)cyclopropane-1-carboxamide